COC=1C=C(C=C(C1)OC)C1=CC(=NN1CC1=C(C=CC=C1)OCC)COC(C(=O)O)(C)C 2-([5-(3,5-Dimethoxyphenyl)-1-[(2-ethoxyphenyl)methyl]-1H-pyrazol-3-yl]-methoxy)-2-methylpropanoic acid